ClC1=NC2=CC(=C(C=C2C(=N1)N[C@@](CCC(=O)N)(CCCC)C)F)F (R)-(2-((2-chloro-6,7-difluoroquinazolin-4-yl)amino)-2-methylhexyl)acetamide